COC([C@@H](N(C(CCCC)=O)CC1=CC=C(C=C1)C1=C(C=CC=C1)C#N)C(C)C)=O N-[(2'-cyanobiphenyl-4-yl)methyl]-N-(1-oxo-pentyl)-L-valine methyl ester